2-(pyridin-2-yl)acetic acid, hydrochloride Cl.N1=C(C=CC=C1)CC(=O)O